2-[(4-{6-[(4-cyano-2-fluorobenzyl)oxy]pyridin-2-yl}piperazin-1-yl)methyl]-1-(1,3-oxazol-5-ylmethyl)-1H-benzimidazole-6-carboxylic acid C(#N)C1=CC(=C(COC2=CC=CC(=N2)N2CCN(CC2)CC2=NC3=C(N2CC2=CN=CO2)C=C(C=C3)C(=O)O)C=C1)F